COC1=NN(C(C2=CC=C(C=C12)C(F)(F)F)=O)CC(=O)N 2-[4-methoxy-1-oxo-6-(trifluoromethyl)phthalazin-2-yl]acetamide